P(=O)([O-])([O-])[O-].[Al+3].[V+5].[Li+].P(=O)([O-])([O-])[O-].P(=O)([O-])([O-])[O-] lithium vanadium aluminum phosphate